1-(2-chloro-4-((6-methoxy-7-(3-(pyrrolidin-1-yl)propoxy)quinazolin-4-yl)oxy)phenyl)-3-(1-cyclopentyl-1H-pyrazol-4-yl)urea ClC1=C(C=CC(=C1)OC1=NC=NC2=CC(=C(C=C12)OC)OCCCN1CCCC1)NC(=O)NC=1C=NN(C1)C1CCCC1